(R)-2-methylpropan-2-sulfinamide CC(C)(C)[S@@](=O)N